8-(2-Chloro-5-fluorophenyl)-2-(3-fluoro-5-(trifluoromethyl)phenyl)-7,8-dihydro-6H-oxazolo[4,5-e]Isoindol-6-one ClC1=C(C=C(C=C1)F)C1NC(C2=CC=C3C(=C12)N=C(O3)C3=CC(=CC(=C3)C(F)(F)F)F)=O